ICl.[Pb].CN.[Cs] Cesium methylamine lead iodochloride salt